1,2-dihydro-4-hydroxy-1-methyl-3-(5-tetrazolyl-carbonyl)-2-quinolone OC1=C(C(N(C2=CC=CC=C12)C)=O)C(=O)C1=NN=NN1